[Br-].C(CCCCCCCCCCC)N1CN(C=C1)CCCCCCCCCCCC 1,3-didodecyl-imidazole bromide